[Si](C)(C)(C(C)(C)C)OC1=CC=C2C=C(N(C2=C1)C(=O)OC(C)(C)C)C=1C(=NC(=CC1)N1CCC(CC1)CO)F tert-butyl 6-[(tert-butyldimethylsilyl)oxy]-2-{2-fluoro-6-[4-(hydroxymethyl)piperidin-1-yl]pyridin-3-yl}-1H-indole-1-carboxylate